C(C=C)OC1=C(C(=CC=C1)C)C1=CC(=CC=C1)[C@H](CC(=O)OC)NC([C@H](CC=C)N1C(C=CC=C1)=O)=O Methyl (S)-3-(2'-(allyloxy)-6'-methyl-[1,1'-biphenyl]-3-yl)-3-((S)-2-(2-oxopyridin-1(2H)-yl)pent-4-enamido)propanoate